[6-(5-cyclopropyl-4H-1,2,4-triazol-3-yl)-2-azaspiro[3.3]heptan-2-yl]-[3-[6-[1-(trifluoromethyl)cyclopropyl]-3-pyridyl]azetidin-1-yl]methanone C1(CC1)C=1NC(=NN1)C1CC2(CN(C2)C(=O)N2CC(C2)C=2C=NC(=CC2)C2(CC2)C(F)(F)F)C1